5-(5-(1-isopropyl-6-oxo-1,6-dihydropyridin-3-yl)pyridin-3-yl)-1-methylindolin-2-one C(C)(C)N1C=C(C=CC1=O)C=1C=C(C=NC1)C=1C=C2CC(N(C2=CC1)C)=O